Methyl 2-(2,4-difluorophenyl)acetate FC1=C(C=CC(=C1)F)CC(=O)OC